bis(3-isocyanatophenyl)methane N(=C=O)C=1C=C(C=CC1)CC1=CC(=CC=C1)N=C=O